BrC=1C(=NN(C1)C)C(=O)N1CCN(CC1)CC(=O)C1=CC=C(C=C1)S(=O)(=O)C 2-[4-(4-Bromo-1-methyl-1H-pyrazole-3-carbonyl)-piperazin-1-yl]-1-(4-methanesulfonylphenyl)-ethanone